N-(2-(pyridine-2-yl)ethyl)-1,10-phenanthroline-2-amine N1=C(C=CC=C1)CCNC1=NC2=C3N=CC=CC3=CC=C2C=C1